1,1-bis(4-hydroxyphenyl)-4-methylcyclohexane ethyl-4-amino-2-(3-(quinolin-3-yl)-3,8-diazabicyclo[3.2.1]octan-8-yl)pyrimidine-5-carboxylate C(C)OC(=O)C=1C(=NC(=NC1)N1C2CN(CC1CC2)C=2C=NC1=CC=CC=C1C2)N.OC2=CC=C(C=C2)C2(CCC(CC2)C)C2=CC=C(C=C2)O